2-(2,2-bis(mercaptomethyl)ethyl)-1,3-dithiabutane SCC(CC(S)SC)CS